5-Fluoro-6-(6-fluoroindolin-4-yl)nicotinaldehyde FC=1C(=NC=C(C=O)C1)C1=C2CCNC2=CC(=C1)F